1-(2,4-dimethyl-5-((oxiran-2-ylmethyl)thio)phenyl)-3-(trifluoromethyl)-1H-1,2,4-triazole CC1=C(C=C(C(=C1)C)SCC1OC1)N1N=C(N=C1)C(F)(F)F